3,5-Dibromo-2-pyridylsulfamic acid sodium salt [Na+].BrC=1C(=NC=C(C1)Br)NS([O-])(=O)=O